C(C)(=O)ON=C(C)C(CC)=O 2-acetoxyiminopentan-3-one